COC(=O)C=1C(N(C2=CC(=CC=C2C1N)C(F)(F)F)C1=CC=C(C=C1)C#N)=O 4-Amino-1-(4-cyanophenyl)-2-oxo-7-(trifluoromethyl)-1,2-dihydroquinoline-3-carboxylic acid methyl ester